N-[5-(3-fluorophenyl)-1H-pyrazol-3-yl]-4-morpholino-furo[3,2-d]pyrimidin-2-amine FC=1C=C(C=CC1)C1=CC(=NN1)NC=1N=C(C2=C(N1)C=CO2)N2CCOCC2